C12CNCC(N1C1=C3C(N(C(C3=CC(=C1F)F)=O)C1C(NC(CC1)=O)=O)=O)C2 4-(3,6-diazabicyclo[3.1.1]heptan-6-yl)-2-(2,6-dioxopiperidin-3-yl)-5,6-difluoroisoindoline-1,3-dione